N-(2,2-dimethylpropyl)-4-(3-ethyl-4-methyl-5-oxo-4,5-dihydro-1H-1,2,4-triazol-1-yl)-5-fluoro-2-[(2S)-pent-2-yloxy]benzamide (Z)-dodeca-9-en-1-yl-acetate C(CCCCCCC\C=C/CC)CC(=O)O.CC(CNC(C1=C(C=C(C(=C1)F)N1N=C(N(C1=O)C)CC)O[C@@H](C)CCC)=O)(C)C